dimethyl-platinum dichloride C[Pt](C)(Cl)Cl